C1=NC(=NC(=O)N1[C@H]2[C@H]([C@@H]([C@H](O2)CO)O)O)N arabinosyl-5-azacytosine